C[C@]12CC3(CC(C[C@@](C1)(C3)C)C2)NC(NC2=CC=C(C(=O)NCCCCCCC(=O)NO)C=C2)=S 4-(3-((1r,3r,5s,7r)-3,5-dimethyladamantan-1-yl)thioureido)-N-(7-(hydroxyamino)-7-oxoheptyl)benzamide